ClC1=CC=C(S1)CNC1=CC(=NN1C(=O)C1=CSC=C1)C1(CCN(CC1)C(=O)OC(C)(C)C)C tert-butyl 4-(5-[(5-chlorothiophen-2-yl)methyl]amino-1-(thiophene-3-carbonyl)-1H-pyrazol-3-yl)-4-methylpiperidine-1-carboxylate